tert-butyl (1S,2R,5R)-2-formyl-3,8-diazabicyclo[3.2.1]octane-3,8-dicarboxylate C(=O)[C@H]1[C@@H]2CC[C@H](CN1C(=O)OC(C)(C)C)N2C(=O)[O-]